1,3,5-tris(4-fluorobenzoyl)benzene FC1=CC=C(C(=O)C2=CC(=CC(=C2)C(C2=CC=C(C=C2)F)=O)C(C2=CC=C(C=C2)F)=O)C=C1